(2-butenyl)benzoisothiazolin-3-one C(C=CC)C1=CC=CC2=C1C(NS2)=O